[4-(2,2,2-trifluoroethoxy)phenyl]acetamide FC(COC1=CC=C(C=C1)CC(=O)N)(F)F